[(8Z)-2-[(4-hydroxycyclohexyl)amino]-9-[(3S)-tetrahydrofuran-3-yl]-8-(2,4,6-trifluorophenyl)imino-purin-7-yl]methyl acetate C(C)(=O)OCN1\C(\N(C2=NC(=NC=C12)NC1CCC(CC1)O)[C@@H]1COCC1)=N/C1=C(C=C(C=C1F)F)F